ClC=1C(=NC=2CN(CCC2C1)CC1=NC2=C(N1C[C@H]1OCC1)C=C(C=C2)C(=O)O)OCC2=CC(=C(C=C2)Cl)Cl 2-({3-chloro-2-[(3,4-dichlorophenyl)methoxy]-5,6,7,8-tetrahydro-1,7-naphthyridin-7-yl}methyl)-1-{[(2S)-oxetan-2-yl]methyl}-1H-1,3-benzodiazole-6-carboxylic acid